C1(CCC1)S(=O)(=O)NC1=CC(=C(C(=O)NC2=NC=CC(=N2)N2CCC(CC2)(F)F)C=C1)N1CCC2(CC2)CC1 4-(cyclobutanesulfonamido)-N-(4-(4,4-difluoropiperidin-1-yl)pyrimidin-2-yl)-2-(6-azaspiro[2.5]octan-6-yl)benzamide